(3-(2-aminoethoxy)phenyl)(5-((4-(4-(trifluoromethyl)thiazol-2-yl)piperazin-1-yl)sulfonyl)indolin-1-yl)methanone NCCOC=1C=C(C=CC1)C(=O)N1CCC2=CC(=CC=C12)S(=O)(=O)N1CCN(CC1)C=1SC=C(N1)C(F)(F)F